[4-(1-phenylazetidin-3-yl)-2-pyridinyl]methylamine C1(=CC=CC=C1)N1CC(C1)C1=CC(=NC=C1)CN